C1=CC(=CC=2OC3=C(C21)C=CC=C3)S(=O)(=O)Cl Dibenzo[b,d]furan-3-sulfonyl chloride